tert-Butyl-4-((4-Amino-7-bromoquinolin-3-yl)carbamoyl)piperidine C(C)(C)(C)N1CCC(CC1)C(NC=1C=NC2=CC(=CC=C2C1N)Br)=O